FC1=C(C=CC(=C1F)C1=CC2=C(N=C(N=C2)S(=O)(=O)C)N(C1=O)C(C(F)(F)F)C)NS(=O)(=O)CC1=CC=CC=C1 N-(2,3-Difluoro-4-(2-(methylsulfonyl)-7-oxo-8-(1,1,1-trifluoropropan-2-yl)-7,8-dihydropyrido[2,3-d]pyrimidin-6-yl)phenyl)-1-phenylmethanesulfonamide